FC=1C=C(N)C=CC1OC1=C2C(=NC=C1)N(N=C2I)CC2=CC=C(C=C2)OC 3-fluoro-4-((3-iodo-1-(4-methoxybenzyl)-1H-pyrazolo[3,4-b]pyridin-4-yl)oxy)aniline